C(#N)C1CC2(C1)CC(N(CC2)CC2=C1C=CNC1=C(C=C2OC)C)C2=CC=C(C(=O)N(CC1COC1)C)C=C2 4-(2-cyano-7-((5-methoxy-7-methyl-1H-indol-4-yl)methyl)-7-azaspiro[3.5]nonan-6-yl)-N-methyl-N-(oxetan-3-ylmethyl)benzamide